N1=C(SC2=C1C1=C(C=C2)N=CN1)N1C(NC[C@H]1C#CC)=O |r| (RS)-1-(8H-imidazo[4',5':5,6]benz[1,2-d]thiazol-2-yl)-5-(prop-1-yn-1-yl)imidazolidin-2-one